BrC1=CC=C(C=C1)C1=CC=C(C=C1)P(C)(C)=O (4'-bromo-[1,1'-biphenyl]-4-yl)dimethylphosphine oxide